FC1=CC(=C(C=C1)C(C)N1C[C@@H](N(C[C@H]1C)C=1C2=C(N(C(C1)=O)C)N(C(=N2)CC#N)C)C)OC 2-(7-((2S,5R)-4-(1-(4-fluoro-2-methoxyphenyl)ethyl)-2,5-dimethylpiperazin-1-yl)-3,4-dimethyl-5-oxo-4,5-dihydro-3H-imidazo[4,5-b]pyridin-2-yl)acetonitrile